C(#N)[C@H]1N(CSC1)C(CNC(=O)C1=CC=NC2=CC=C(C=C12)CC1CCOCC1)=O (R)-N-(2-(4-cyanothiazolidin-3-yl)-2-oxoethyl)-6-((tetrahydro-2H-pyran-4-yl)-methyl)quinoline-4-carboxamide